NC1CC(C1)NC(=O)C1=C(C=C(C=C1)NC(=O)C=1N(C(=CN1)C=1C(=NN(C1)CC#C)C(F)(F)F)C)Cl N-[4-[(3-aminocyclobutyl)carbamoyl]-3-chlorophenyl]-1-methyl-5-[1-prop-2-ynyl-3-(trifluoromethyl)pyrazol-4-yl]imidazole-2-carboxamide